tert-butyl-4-[8-({8-fluoro-2-methylimidazo[1,2-a]pyridin-6-yl}carbamoyl)-2-methoxyquinoxalin-5-yl]piperazine-1-carboxylate C(C)(C)(C)OC(=O)N1CCN(CC1)C1=C2N=CC(=NC2=C(C=C1)C(NC=1C=C(C=2N(C1)C=C(N2)C)F)=O)OC